[Ru+2].FC1(CC(C1)CN1N=C(C=C1C)NC(C1=C(C=C(C=C1)I)N1CCC2(CC2)CC1)=O)F N-(1-((3,3-difluorocyclobutyl)methyl)-5-methyl-1H-pyrazol-3-yl)-4-iodo-2-(6-azaspiro[2.5]oct-6-yl)benzamide ruthenium (II)